t-butyl [2-({(2S)-1-[(2S,4R)-4-hydroxy-2-({(1S)-1-[4-(4-methyl-1,3-thiazol-5-yl)phenyl]ethyl}carbamoyl)pyrrolidin-1-yl]-3,3-dimethyl-1-oxobutan-2-yl}amino)-2-oxoethyl]carbamate O[C@@H]1C[C@H](N(C1)C([C@H](C(C)(C)C)NC(CNC(OC(C)(C)C)=O)=O)=O)C(N[C@@H](C)C1=CC=C(C=C1)C1=C(N=CS1)C)=O